N-(3-(2-aminoquinazolin-6-yl)-2,4-difluorophenyl)-5-ethyl-2-methoxybenzenesulfonamide NC1=NC2=CC=C(C=C2C=N1)C=1C(=C(C=CC1F)NS(=O)(=O)C1=C(C=CC(=C1)CC)OC)F